5-(2-(((2S,3S)-1,3-dihydroxybutan-2-yl)amino)-2-oxoacetyl)-N-(4-fluoro-3-methylphenyl)-1,2,4-trimethyl-1H-pyrrole-3-carboxamide OC[C@@H]([C@H](C)O)NC(C(=O)C1=C(C(=C(N1C)C)C(=O)NC1=CC(=C(C=C1)F)C)C)=O